C(C)(C)(C)OC(=O)N1[C@@H](C[C@H](C1)O)C=1NC(=CN1)C1=CC=C(C=C1)Br (2s,4r)-2-[5-(4-bromophenyl)-1H-imidazol-2-yl]-4-hydroxypyrrolidine-1-carboxylic acid tert-butyl ester